OCC(C)(C)NC(=O)C=1C=2C[C@H]3[C@@H](C2N(N1)C1=C(C=C(C=C1)F)F)C3 (1aS,5aS)-2-(2,4-Difluoro-phenyl)-1a,2,5,5a-tetrahydro-1H-2,3-diaza-cyclopropa[a]pentalene-4-carboxylic acid (2-hydroxy-1,1-dimethyl-ethyl)-amide